tert-Butyl 7-((2,6-dioxopiperidin-3-yl)amino)spiro[chroman-2,4'-piperidine]-1'-carboxylate O=C1NC(CCC1NC1=CC=C2CCC3(CCN(CC3)C(=O)OC(C)(C)C)OC2=C1)=O